ClC=1C=C2C(=NC(=NC2=C(C1C1=C2C(=NNC2=CC=C1C)O)F)N1CC(C1)N(C)C)N1C[C@H](N(C[C@@H]1C)C(C=C)=O)C 1-((2R,5S)-4-(6-chloro-2-(3-(dimethylamino)azetidin-1-yl)-8-fluoro-7-(3-hydroxy-5-methyl-1H-indazol-4-yl)quinazolin-4-yl)-2,5-dimethylpiperazin-1-yl)prop-2-en-1-one